C1(CC1)C(=O)NC1=CC(=C(N=N1)C(=O)NC)NC1=CC=CC=2C=3C(CN(C12)C)=CN(N3)C 6-(cyclopropanecarboxamido)-4-((2,5-dimethyl-4,5-dihydro-2H-pyrazolo[4,3-c]quinolin-6-yl)amino)-N-methylpyridazine-3-carboxamide